C(C)(=O)OC1=CC=C(C=C1)[S+](C)C 4-Acetyloxyphenyl-dimethylsulfonium